tert-Butyl ((3-amino-5-chloropyridin-4-yl)methyl)glycinate NC=1C=NC=C(C1CNCC(=O)OC(C)(C)C)Cl